ClC1=NC=C(C(=C1)C1=C(C=NC(=C1)C)C(=O)NC=1SC2=C(N1)CN(C2)C(=O)C2=NC(=C(N=C2C)OC)C)OC 2'-chloro-5'-methoxy-N-(5-(5-methoxy-3,6-dimethylpyrazine-2-carbonyl)-5,6-dihydro-4H-pyrrolo[3,4-d]thiazol-2-yl)-6-methyl-[4,4'-bipyridine]-3-carboxamide